2-(4-methylbenzyl)-2-(dimethylamino)-1-(4-morpholinylphenyl)-butan-1-one CC1=CC=C(CC(C(=O)C2=CC=C(C=C2)N2CCOCC2)(CC)N(C)C)C=C1